BrC1=C(C=CC(=C1)SC(C)CC)OC 2-Bromo-1-methoxy-4-sec-butylsulfanyl-benzene